COC1=CC(=CC2=C1N=C(O2)C)N=C(C2=CC=CC=C2)C2=CC=CC=C2 N-(4-methoxy-2-methylbenzo[d]oxazol-6-yl)-1,1-diphenylmethanimine